C1(=CC=CC=C1)CCCOCCCOC1=CC=C2CCC3(C2=C1)CCC(CC3)C(=O)O 6'-[3-(3-phenylpropoxy)propoxy]-2',3'-dihydrospiro[cyclohexane-1,1'-indene]-4-carboxylic acid